(+/-)-1-benzyl-N5-((trans)-2-hydroxycyclohexyl)-N3-methyl-2-oxo-1,2-dihydropyridine-3,5-dicarboxamide C(C1=CC=CC=C1)N1C(C(=CC(=C1)C(=O)N[C@H]1[C@@H](CCCC1)O)C(=O)NC)=O |r|